N1C(=NC=C1)N(C([O-])=O)S(=O)(=O)C=1SC=CC1 IMIDAZOLYLTHIOPhENSULFONYLCARBAMATE